ClC1=CC2=C(NC(=N2)CC2=CC(=CC(=C2)F)F)C=C1F 5-chloro-6-fluoro-2-(3,5-difluorobenzyl)-1H-benzimidazole